(5-(4-((3-(2,3-difluoro-4-methoxyphenyl)imidazo[1,2-a]pyrazin-8-yl)amino)-2-ethylbenzamido)pentyl)glycine hydrochloride Cl.FC1=C(C=CC(=C1F)OC)C1=CN=C2N1C=CN=C2NC2=CC(=C(C(=O)NCCCCCNCC(=O)O)C=C2)CC